C(CC)S(OCCC)=S propyl propanethiosulfinate